[Na+].C(CN([C@@H](CCC(=O)[O-])C(=O)[O-])CC(=O)[O-])(=O)[O-].[Na+].[Na+].[Na+] L-glutamic acid N,N-diacetic acid sodium salt